C(C)(C)C1=C(C=CC=C1)C1(CCOCC1)C(=O)N 4-(2-isopropylphenyl)tetrahydro-2H-pyran-4-carboxamide